[Cl-].NC1=C[N+](=NO1)C(CC1=CC=CC=C1)C 5-Amino-3-(1-phenylpropan-2-yl)-1,2,3-oxadiazol-3-ium chloride